NC=1N=C(C2=C(N1)C(=NN2CC2=C(C=C(C=N2)C=2CCN(CC2)C(=O)OC(C)(C)C)OC)C)NCCCC tert-butyl 6-((5-amino-7-(butylamino)-3-methyl-1H-pyrazolo[4,3-d]pyrimidin-1-yl) methyl)-5-methoxy-3',6'-dihydro-[3,4'-bipyridine]-1'(2'H)-carboxylate